6-[5-[(1S)-1-[[6-chloro-8-(trifluoromethyl)quinazolin-4-yl]-methyl-amino]ethyl]-1,2,4-triazol-1-yl]pyrimidine-4-carboxylic acid ClC=1C=C2C(=NC=NC2=C(C1)C(F)(F)F)N([C@@H](C)C1=NC=NN1C1=CC(=NC=N1)C(=O)O)C